2-Methyl-5-(3-(trifluoromethyl)phenyl)-N-(3-(2-methoxypropyl)-1,2,4-thiadiazol-5-yl)furan-3-Formamide CC=1OC(=CC1C(=O)NC1=NC(=NS1)CC(C)OC)C1=CC(=CC=C1)C(F)(F)F